C(C)(C)(C)N(C(O)=O)C[C@@H]1OCCC2=C(C=CC=C12)C1=CC(=NC=C1)C(F)(F)F.OC1(CNC1)C1=CC=C(C=C1)C(=O)N1CCC(CC1)C1=CC=C(C=C1)C(F)(F)F (4-(3-hydroxyazetidin-3-yl)phenyl)(4-(4-(trifluoromethyl)phenyl)piperidin-1-yl)methanone tert-butyl-(R)-((5-(2-(trifluoromethyl)pyridin-4-yl)isochroman-1-yl)methyl)carbamate